COC=1C=C2C(=NC(=NC2=CC1)C)SCC(=O)C1=CC=C(S1)CNC(CC=1C=NC(=CC1)C)=O N-((5-(2-((6-methoxy-2-methylquinazolin-4-yl)thio)acetyl)thiophen-2-yl)methyl)-2-(6-methylpyridin-3-yl)acetamide